CN1N=C(C=C1)NC1=CC(=NC=N1)NC=1SC2=C(N1)C1(NC2=O)CCCCC1 2'-((6-((1-methyl-1H-pyrazol-3-yl)amino)pyrimidin-4-yl)amino)spiro[cyclohexane-1,4'-pyrrolo[3,4-d]thiazol]-6'(5'H)-one